5-Hydroxy-2-Furanone OC1=CCC(O1)=O